N1=CC(=CC=C1)C=1OC2=C(N1)C=C(C=C2)N 2-(pyridin-3-yl)-1,3-benzooxazol-5-amine